7-(difluoromethyl)-1-methyl-5-(3-pyridylmethyl)benzimidazol-2-amine FC(C1=CC(=CC2=C1N(C(=N2)N)C)CC=2C=NC=CC2)F